3-(1-(4-chlorophenyl)cyclopropyl)-2-(methylthio)-3,7-dihydro-6h-purin-6-one ClC1=CC=C(C=C1)C1(CC1)N1C(=NC(C=2NC=NC12)=O)SC